(R)-2-(6-(3-((R)-1-(2,4-dichlorophenyl)ethyl)-3H-[1,2,3]triazolo[4,5-d]pyrimidin-5-yl)-2,6-diazaspiro[3.3]heptane-2-carbonyl)pyrrolidine-1-carboxylic acid tert-butyl ester C(C)(C)(C)OC(=O)N1[C@H](CCC1)C(=O)N1CC2(C1)CN(C2)C=2N=CC1=C(N2)N(N=N1)[C@H](C)C1=C(C=C(C=C1)Cl)Cl